COC=1C(=CC=2C(=C3C(=NC2C1)CCC3)N[C@H]3CN(CCC3)CC)OC (3R)-N-{6,7-dimethoxy-1H,2H,3H-cyclopenta[b]quinolin-9-yl}-1-ethylpiperidin-3-amine